[[3,5-dichloro-2-(2-formylphenyl)sulfanyl-phenyl]methyl]-2-methyl-propane-2-sulfinamide ClC=1C(=C(C=C(C1)Cl)CCC(C)(S(=O)N)C)SC1=C(C=CC=C1)C=O